C(C)(=O)N(C1CCC1)CC=1C(=NN(C1)C)C(=O)OCC ethyl 4-[[acetyl (cyclobutyl) amino] methyl]-1-methyl-pyrazole-3-carboxylate